O1C(CCCC1)N1N=CC(=C1)C(=O)N1CC2(CN(C2)C(=O)C2(CC2)C(F)(F)F)C(C1)C(=O)OCC ethyl 6-(1-(tetrahydro-2H-pyran-2-yl)-1H-pyrazole-4-carbonyl)-2-(1-(trifluoromethyl)cyclopropane-1-carbonyl)-2,6-diazaspiro[3.4]octane-8-carboxylate